CC([C@H](C)NC(=O)C1=NOC(=C1)C1CCOCC1)(C)C (S)-N-(3,3-dimethylbutan-2-yl)-5-(tetrahydro-2H-pyran-4-yl)isoxazole-3-carboxamide